N-[(1S)-2-[[5-(5-ethyl-3-methyl-1H-pyrazol-4-yl)-6-fluoro-2-pyridyl]amino]-1-(4-methylcyclohexyl)-2-oxo-ethyl]-2-(3-hydroxypropyl)pyrazole-3-carboxamide C(C)C1=C(C(=NN1)C)C=1C=CC(=NC1F)NC([C@H](C1CCC(CC1)C)NC(=O)C=1N(N=CC1)CCCO)=O